CN1N=C(C(=C1)C1=CC=C(C=N1)CC=1C=C(C2=C(CCO2)C1C)C(=O)N[C@H]1CCOC[C@@H]1O)C 1,5-anhydro-2,3-dideoxy-3-[(5-{[6-(1,3-dimethyl-1H-pyrazol-4-yl)pyridin-3-yl]methyl}-4-methyl-2,3-dihydro-1-benzofuran-7-carbonyl)amino]-L-threo-pentitol